C(CCCCCCCCCCC)(=O)OC[C@@H](OC(CCCCCCCCCCC)=O)COP(=O)([O-])[NH3+] 1,2-dilauroyl-sn-glycero-3-phospho-ammonium